C(C)(C)(C)OC(=O)N1C[C@@H](CC1)CC(C)(C)NC[C@H](O)C=1C=NC=C(C1)F.C(C)OC1=NN(C=C1)C(C)=O 1-(3-ethoxy-1H-pyrazol-1-yl)ethan-1-one tert-Butyl-(S)-3-(2-(((R)-2-(5-fluoropyridin-3-yl)-2-hydroxyethyl)-amino)-2-methylpropyl)pyrrolidine-1-carboxylate